BrC=1C=C(N)C=C(C1C(=C)C)Cl 3-bromo-5-chloro-4-(prop-1-en-2-yl)aniline